C(C)OP(C1CCCCC1)C1CCCCC1 ethoxydicyclohexylphosphine